tert-butyl (2-(4-(1,3-dioxoisoindolin-2-yl)butoxy)-4-(4-methylthiazol-5-yl)benzyl)carbamate O=C1N(C(C2=CC=CC=C12)=O)CCCCOC1=C(CNC(OC(C)(C)C)=O)C=CC(=C1)C1=C(N=CS1)C